C1(CC1)C(=O)NC1=NC=C(C(=O)NOC)C(=C1)NC1=C(C=CC=C1)OP(=O)(C)C 6-(Cyclopropanecarboxamido)-4-((2-(Dimethylphosphoryloxy)phenyl)amino)-N-methoxynicotinamide